5-(4-(N,N-dimethylsulfamoyl)styryl)-1H-1,2,3-triazole-4-carboxylic acid CN(S(=O)(=O)C1=CC=C(C=CC2=C(N=NN2)C(=O)O)C=C1)C